N-[(1R,3s,5S)-1,5-Dimethyl-8-azabicyclo[3.2.1]octan-3-yl]-5-(7-fluoro-2-methyl-2H-indazol-5-yl)-N-methyl[1,3]thiazolo[5,4-b]pyridin-2-amin C[C@]12CC(C[C@](CC1)(N2)C)N(C=2SC1=NC(=CC=C1N2)C2=CC1=CN(N=C1C(=C2)F)C)C